C(C1=CC=CC=C1)N1C(C2N(CCN(C2)C(=O)OC(C)(C)C)C(C1COC(C)(C)C)=O)=O tert-Butyl 8-benzyl-7-(tert-butoxymethyl)-6,9-dioxooctahydro-2H-pyrazino[1,2-a]pyrazine-2-carboxylate